4'-((2-butyl-4-oxo-1,3-diazaspiro[4.4]non-1-en-3-yl)methyl)-N-(4,5-dimethylisoxazol-3-yl)-2'-(ethoxymethyl)-6-fluoro-[1,1'-biphenyl]-2-sulfonamide C(CCC)C1=NC2(C(N1CC1=CC(=C(C=C1)C=1C(=CC=CC1F)S(=O)(=O)NC1=NOC(=C1C)C)COCC)=O)CCCC2